NC1=NC=CC2=C1C(=NN2[C@@H]2CN(CC2)C(C=C)=O)C#CC2=CC1=C(N(C=N1)CC)C=C2F 1-[(3S)-3-{4-amino-3-[2-(1-ethyl-6-fluoro-1,3-benzodiazol-5-yl)ethynyl]pyrazolo[4,3-c]pyridin-1-yl}pyrrolidin-1-yl]prop-2-en-1-one